FC(N1N=C(C=C1)C1(CC1)NC1=NC(=NC(=N1)C=1C=CC=2N(C1)C(=NC2)C)N)F N4-[1-[1-(difluoromethyl)pyrazol-3-yl]cyclopropyl]-6-(3-methylimidazo[1,5-a]pyridin-6-yl)-1,3,5-triazine-2,4-diamine